butane-1,4-diyl-1,1,4,4-d4-bis(4-methylbenzenesulphonate) C(CCC([2H])([2H])C1=C(C=CC(=C1)C)S(=O)(=O)[O-])([2H])([2H])C1=C(C=CC(=C1)C)S(=O)(=O)[O-]